FC1(CCN(CC1)C(CCCCC(=O)NCC1=CC=CC=2N(C(N(C21)C)=O)C2C(NC(CC2)=O)=O)=O)F 6-(4,4-difluoropiperidin-1-yl)-N-((1-(2,6-dioxopiperidin-3-yl)-3-methyl-2-oxo-2,3-dihydro-1H-benzo[d]imidazol-4-yl)methyl)-6-oxohexanamide